ClC1=CC=C(C=C1)C=1N=C2N(C=CC=C2)C1CN1CC2CCC(C1)N2C(=O)N2CCCCC2 (3-{[2-(4-Chlorophenyl)imidazo[1,2-a]pyridin-3-yl]methyl}-3,8-diazabicyclo[3.2.1]oct-8-yl)(piperidin-1-yl)methanon